CN(CCS)CCCCCCCCCCCCCCCCCC 2-(methyl(octadecyl)amino)ethane-1-thiol